O1C(CCCC1)SCC(=O)O 2-((tetrahydro-2H-pyran-2-yl)thio)acetic acid